O=C1N(CCC(N1)=O)C1=NN(C2=C(C=CC=C12)NCCN1[C@H](CN(C[C@H]1C)C(=O)OCC1=CC=CC=C1)C)C benzyl (3S,5R)-4-(2-((3-(2,4-dioxotetrahydropyrimidin-1(2H)-yl)-1-methyl-1H-indazol-7-yl) amino) ethyl)-3,5-dimethylpiperazine-1-carboxylate